C(C)(=O)C1=C(S(=O)(=O)N)C=CC(=C1)N.[Na] sodium acetyl-sulfanilamide